FC=1C=C(C=CC1OC(F)(F)F)NC(=O)N1CCCCC1 N-[3-fluoro-4-(trifluoromethoxy)phenyl]Piperidine-1-carboxamide